FC1CCN(CC1)CCOCC1=CC=C(C=N1)C1=CC=2C3=C(N=NC2C=C1)N(C(N3[C@@H]3COCCC3)=O)C (S)-8-(6-((2-(4-fluoropiperidin-1-yl)ethoxy)methyl)pyridin-3-yl)-3-methyl-1-(tetrahydro-2H-pyran-3-yl)-1H-imidazo[4,5-c]cinnolin-2(3H)-one